tert-butyl 8-bromo-2,4-dihydro-1,3-benzoxazine-3-carboxylate BrC1=CC=CC=2CN(COC21)C(=O)OC(C)(C)C